N2,N4-bis(3,3-difluorocyclopentyl)-6-(6-(trifluoromethoxy)pyridin-2-yl)-1,3,5-triazine-2,4-diamine FC1(CC(CC1)NC1=NC(=NC(=N1)NC1CC(CC1)(F)F)C1=NC(=CC=C1)OC(F)(F)F)F